BrC=1C(=NC(=CC1)Br)COC 3,6-dibromo-2-(methoxymethyl)pyridine